2-[2-(trifluoromethyl)phenyl]acetic acid FC(C1=C(C=CC=C1)CC(=O)O)(F)F